2-(4-aminophenoxy)-1-morpholinoethan-1-one NC1=CC=C(OCC(=O)N2CCOCC2)C=C1